BrC1=C(C(=O)NC2=CC(=NC=C2)OC)C=C(C(=N1)C(F)(F)F)Cl 2-bromo-5-chloro-N-(2-methoxypyridin-4-yl)-6-(trifluoromethyl)nicotinamide